methyl 3-(9-((2-(((tert-butoxycarbonyl)amino)methyl)pyrimidin-5-yl)carbamoyl)-4,5-dihydrobenzo[b]thieno[2,3-d]oxepin-8-yl)-6-(propylcarbamoyl)picolinate C(C)(C)(C)OC(=O)NCC1=NC=C(C=N1)NC(=O)C1=CC2=C(OCCC3=C2SC=C3)C=C1C=1C(=NC(=CC1)C(NCCC)=O)C(=O)OC